2-(6-(difluoromethoxy)pyridin-3-yl)-1-((2S)-7-methyl-6-(pyrimidin-2-yl)-3,4-dihydro-1H-spiro(1,8-naphthyridine-2,3'-pyrrolidin)-1'-yl)propan-1-one FC(OC1=CC=C(C=N1)C(C(=O)N1C[C@]2(CC1)NC1=NC(=C(C=C1CC2)C2=NC=CC=N2)C)C)F